1-(3-azido-5-(2-(ethoxymethoxy)-6-methyl-4-(trifluoromethyl)phenyl)pyrazin-2-yl)ethan-1-one N(=[N+]=[N-])C=1C(=NC=C(N1)C1=C(C=C(C=C1C)C(F)(F)F)OCOCC)C(C)=O